C1(CC1)CN[C@@]1(CN(CC1)C1=CC=C(N=N1)C1=C(C=C(C(=C1)F)C1=CN=NC(=C1)OC)O)C 2-{6-[(3S)-3-[(cyclopropylmethyl)amino]-3-methylpyrrolidin-1-yl]pyridazin-3-yl}-4-fluoro-5-(6-methoxypyridazin-4-yl)phenol